azobutane CCCCN=NCCCC